Alpha-Citronellol C=C(C)CCCC(C)CCO